1,3-Bis[2-(3,4-epoxycyclohexyl-1-yl)ethyl]tetramethyl-disiloxane C1(CC2C(CC1)O2)=CC[Si](O[Si](CC=C2CC1C(CC2)O1)(C)C)(C)C